2-(2-(methylsulfonyl)-pyridin-4-yl)-5-(4-(trifluoromethyl)phenoxy)-1,2,3,4-tetrahydro-isoquinoline CS(=O)(=O)C1=NC=CC(=C1)N1CC2=CC=CC(=C2CC1)OC1=CC=C(C=C1)C(F)(F)F